C1(=CC=CC2=CC=CC=C12)C(=O)O naphthalene-1-carboxylic Acid